8-([1,1'-biphenyl]-4-yl)-2,3,5,5a,6,7,8,9-octahydroimidazo[2',1':2,3]imidazo[1,5-a]pyridin-8-ol C1(=CC=C(C=C1)C1(CCC2N(C1)C=1N(C2)CCN1)O)C1=CC=CC=C1